C(C=C)OCC(COCCOCCOCCOCOC)(COCCOCCOCCOCOC)COCCOCCOCCN=[N+]=[N-] 15-((allyloxy)methyl)-15-((2-(2-(2-azidoethoxy)ethoxy)ethoxy)methyl)-2,4,7,10,13,17,20,23,26,28-decaoxanonacosane